C(C1=CC=CC=C1)N1CC(C(C(C1)C)(F)F)N1C(C2=CC=CC=C2C1=O)=O 2-(1-benzyl-4,4-difluoro-5-methyl-3-piperidinyl)isoindoline-1,3-dione